n-ethyl-2-(5-methoxy-6-methyl-1H-indol-3-yl)-2-oxo-N-propylacetamide C(C)N(C(C(=O)C1=CNC2=CC(=C(C=C12)OC)C)=O)CCC